ClC=1C2=C(N=C(N1)N1[C@@H](COCC1)C)N(CC2)C(=O)NC2CC2 (R)-4-chloro-N-cyclopropyl-2-(3-methylmorpholinyl)-5H-pyrrolo[2,3-d]pyrimidine-7(6H)-carboxamide